5-(5-ethyl-6-methoxypyridin-2-yl)tetrahydrofuran-3-ol C(C)C=1C=CC(=NC1OC)C1CC(CO1)O